[5-(2-chloro-5-fluoro-pyrimidin-4-yl)-4-(trifluoromethyl)thiazol-2-yl]-1-methyl-cyclopentanol ClC1=NC=C(C(=N1)C1=C(N=C(S1)C1C(CCC1)(O)C)C(F)(F)F)F